N-(3-(1-methyl-1H-1,2,4-triazol-3-yl)phenyl)-5-(phenylamino)pyrazolo[1,5-a]pyrimidine-3-carboxamide CN1N=C(N=C1)C=1C=C(C=CC1)NC(=O)C=1C=NN2C1N=C(C=C2)NC2=CC=CC=C2